di-tert-butyl (3-(1-(3-bromo-2-fluorobenzyl)-2-oxo-1,2-dihydropyridin-4-yl)-5-morpholino-1H-pyrrolo[2,3-b]pyridin-1-yl)methyl phosphate P(=O)(OC(C)(C)C)(OC(C)(C)C)OCN1C=C(C=2C1=NC=C(C2)N2CCOCC2)C2=CC(N(C=C2)CC2=C(C(=CC=C2)Br)F)=O